ClC1=C2C(=NC=C1C#CCC1=CC=C(C=C1)F)NC=C2 4-chloro-5-(3-(4-fluorophenyl)prop-1-yne-1-yl)-1H-pyrrolo[2,3-b]Pyridine